OC1=CC=C(C=C1)C(C)(C1=CC=C(C=C1)O)C1=CC=C(C=C1)O 1,1,1-tris(4'-hydroxyphenyl)ethan